n-propyl gallate CCCOC(=O)C1=CC(=C(C(=C1)O)O)O